methyl 2-amino-5-methylisonicotinate NC=1C=C(C(=O)OC)C(=CN1)C